P(=O)([O-])([O-])OCC(=O)[C@@H](O)[C@H](O)[C@H](O)COP(=O)([O-])[O-].[Na+].[Na+].[Na+].[Na+] sodium fructose 1,6-bisphosphate